C1(CC1)C(C#CC=1C=C(C=C(C1)F)C1=NN=C2N1C1=CC=C(C=C1C(=N2)NCC(F)F)F)(C)C (3-(3-cyclopropyl-3-methylbut-1-yn-1-yl)-5-fluorophenyl)-N-(2,2-difluoroethyl)-7-fluoro-[1,2,4]triazolo[4,3-a]quinazolin-5-amine